(4-(2,2-dimethylcyclopentylamino)-2-(methylthio)pyrimidin-5-yl)methanol CC1(C(CCC1)NC1=NC(=NC=C1CO)SC)C